C1CCC2=C(C=3CCCC3C=C12)NC(=O)N=[S@](=O)(N)C=1C=NN2C1OC[C@@H](C2)OC (R)-(6R)-N'-((1,2,3,5,6,7-hexahydro-s-indacen-4-yl)carbamoyl)-6-methoxy-6,7-dihydro-5H-pyrazolo[5,1-b][1,3]oxazine-3-sulfonimidamide